1,3,5-tris(4-tert-butyl-3-hydroxy-2,5,6-trimethylbenzyl)-1,3,5-triazine-2,4,6(1H,3H,5H)-trione C(C)(C)(C)C1=C(C(=C(CN2C(N(C(N(C2=O)CC2=C(C(=C(C(=C2C)C)C(C)(C)C)O)C)=O)CC2=C(C(=C(C(=C2C)C)C(C)(C)C)O)C)=O)C(=C1C)C)C)O